C1(CCCCC1)C1=NC(=CC2=C1NCN(C2=O)[C@H](CO)C)C2=NC=C(C=C2)C(F)(F)F (S)-8-cyclohexyl-3-(1-hydroxy-propan-2-yl)-6-(5-(trifluoromethyl)pyridin-2-yl)-2,3-dihydropyrido[3,4-d]pyrimidin-4(1H)-one